(2R,3S)-5-acetoxy-2-ethyl-2-(((4-methylbenzoyl)oxy)methyl)tetrahydrofuran-3-yl 4-methylbenzoate CC1=CC=C(C(=O)O[C@@H]2[C@](OC(C2)OC(C)=O)(COC(C2=CC=C(C=C2)C)=O)CC)C=C1